COC=1C(=CC=2C3=C(C=NC2C1)N=NN3[C@@H](C)C3=CC=C(C=C3)S(=O)(=O)N)OC (S)-4-(1-(7,8-dimethoxy-1H-[1,2,3]triazolo[4,5-c]quinolin-1-yl)ethyl)benzenesulfonamide